N-(2-hydroxy-3-pyrrolidin-1-yl-propyl)benzamide OC(CNC(C1=CC=CC=C1)=O)CN1CCCC1